ClC1=CC=C(C=C1)C(=O)C1=CC=C(C=C1)SCCCCCCCC (4-chloro-phenyl)-(4-octylsulfanyl-phenyl)methanone